4-(2,3,4-trimethoxy-6-methylbenzoyl)-2,5-dichloro-3-trifluoromethylpyridine COC1=C(C(=O)C2=C(C(=NC=C2Cl)Cl)C(F)(F)F)C(=CC(=C1OC)OC)C